C(C)N1N=C(C=C1C=1NC(=NN1)C1=C2C=NN(C2=CC(=C1)C(=O)N)[C@@H]1CNCCC1)C 4-[5-(1-ethyl-3-methyl-1H-pyrazol-5-yl)-4H-1,2,4-triazol-3-yl]-1-[(3S)-piperidin-3-yl]-1H-indazole-6-carboxamide